tert-Butyl N-(2-oxo-1-oxa-3-azaspiro[4.5]decan-8-yl)carbamate O=C1OC2(CN1)CCC(CC2)NC(OC(C)(C)C)=O